1-(2-{[(2R)-1-sulfamoylpropan-2-yl]Amino}pyrimidin-5-yl)urea S(N)(=O)(=O)C[C@@H](C)NC1=NC=C(C=N1)NC(=O)N